FC=1C=C(COC=2C=C3N(C(N2)=O)C[C@H]2N3COC2)C=C(C1OC1=CC(=NC=C1)C)F (R)-6-((3,5-difluoro-4-((2-methylpyridin-4-yl)oxy)benzyl)oxy)-10,10a-dihydro-1H-oxazolo[3',4':3,4]imidazo[1,2-c]pyrimidin-8(3H)-one